5-(furan-2-yl)-2-methoxyaniline O1C(=CC=C1)C=1C=CC(=C(N)C1)OC